O=C1NC(CCC1N1C(C2=CC=C(C=C2C1)CNC(/C(/CC1=CC(=CC=C1)F)=N/OC)=O)=O)=O (E)-N-((2-(2,6-dioxopiperidin-3-yl)-1-oxoisoindolin-5-yl)methyl)-3-(3-fluorophenyl)-2-(methoxyimino)propionamide